1-(2,2-difluoro-1,3-benzodioxol-5-yl)pyridine FC1(OC2=C(O1)C=CC(=C2)N2CC=CC=C2)F